2,3-dihydropyrimido[4,5-d]pyrimidine-4(1H)-one N1CNC(C=2C1=NC=NC2)=O